ClCC(=O)ON1C(CCC1=O)=O (2,5-dioxopyrrolidin-1-yl) 2-chloroacetate